Methyl 4-(6-((tert-Butoxycarbonyl) amino) pyridin-3-yl)-4-cyanovalerate C(C)(C)(C)OC(=O)NC1=CC=C(C=N1)C(CCC(=O)OC)(C)C#N